5-methoxy-α-mono-deutero-N,N-dimethyltryptamine COC1=CC=C2NC=C(CC(N(C)C)[2H])C2=C1